1,1-di(tertiary butylperoxy)cyclohexane molybdenum geranate C(\C=C(/C)\CCC=C(C)C)(=O)[O-].[Mo+4].C(C)(C)(C)OOC1(CCCCC1)OOC(C)(C)C.C(\C=C(/C)\CCC=C(C)C)(=O)[O-].C(\C=C(/C)\CCC=C(C)C)(=O)[O-].C(\C=C(/C)\CCC=C(C)C)(=O)[O-]